C(C)(C)(C)C1=CC=C(C=C1)C1=CC(OC1=O)(C(=O)[O-])C(C(=O)OCC)O 4-(4-(tert-butyl)phenyl)-2-(2-ethoxy-1-hydroxy-2-oxoethyl)-5-oxo-2,5-dihydrofuran-2-carboxylate